7-methyl-3-[6-(7-methylspiro[2H-benzofuran-3,1'-cyclopropane]-4-yl)oxy-3-pyridyl]-1H-imidazo[4,5-b]pyridin-2-one CC1=C2C(=NC=C1)N(C(N2)=O)C=2C=NC(=CC2)OC2=CC=C(C1=C2C2(CC2)CO1)C